C(C)(C)(C)OC(=O)N1C(C2=CC=CC(=C2CC1)N(C(CN(C)C)=O)C)C(=O)O 5-(2-(dimethylamino)-N-methylacetamido)-3,4-dihydroisoquinoline-1,2(1H)-dicarboxylic acid-2-tert-butyl ester